3,7-Phenanthroline C1=CN=CC2=CC=C3N=CC=CC3=C12